2-methyl-5-(3-(trifluoromethoxy)phenyl)-N-(3-methyl-1,2,4-thiadiazol-5-yl)furan-3-carboxamide CC=1OC(=CC1C(=O)NC1=NC(=NS1)C)C1=CC(=CC=C1)OC(F)(F)F